(2e)-2-methoxyimino-N-methyl-2-[3-methyl-2-[[(E)-[4-methyl-2-(trifluoromethyl)-phenyl]methyleneamino]oxymethyl]phenyl]acetamide CO\N=C(\C(=O)NC)/C1=C(C(=CC=C1)C)CO/N=C/C1=C(C=C(C=C1)C)C(F)(F)F